ethyl gadoleate C(CCCCCCC\C=C/CCCCCCCCCC)(=O)OCC